O=C1C[C@@H](CCC1)C(=O)OCC1=CC=CC=C1 |r| rac-benzyl 3-oxocyclohexane-1-carboxylate